C(#N)C=1C=NN2C1C(=CC(=C2)OCC(C)(C)O)C=2C=CC(=NC2)N2CCC(CC2)(C)NC(C2=NC=CC=C2OC)=O N-(1-(5-(3-cyano-6-(2-hydroxy-2-methylpropoxy)pyrazolo[1,5-a]pyridin-4-yl)pyridin-2-yl)-4-methylpiperidin-4-yl)-3-methoxypicolinamide